8-Bromo-2,5-dichloroquinazoline BrC=1C=CC(=C2C=NC(=NC12)Cl)Cl